(E)-N-(Isoindolin-4-yl)-4-methoxybut-2-enamide C1NCC2=C(C=CC=C12)NC(\C=C\COC)=O